COC=1C(=NC=CC1OC)NCC1=CC(=C(C(=C1)O)N1CC(NS1(=O)=O)=O)F 5-(4-(((3,4-dimethoxypyridin-2-yl)amino)methyl)-2-fluoro-6-hydroxyphenyl)-1,2,5-thiadiazolidin-3-one 1,1-dioxide